CO[C@H]1[C@@H](CCC1)N[C@H]1[C@H](CCCC1)OC=1C=C2CN(C(C2=CC1)=O)C1C(NC(CC1)=O)=O 3-(5-(((1S,2R)-2-(((1R,2R)-2-methoxycyclopentyl)amino)cyclohexyl)oxy)-1-oxoisoindolin-2-yl)piperidine-2,6-dione